C(C1=CC=CC=C1)(=O)OC=1C(OC(C2=CC=CC=C2)=O)=CC(=CC1C)CC=C 4-allyl-6-methylcatechol dibenzoate